ClC(=C[C@H]1C([C@@H]1C(=O)OCC1=C(C(=C(C(=C1F)F)C)F)Cl)(C)C)Cl 2-chloro-4-methyl-3,5,6-trifluorobenzyl (1RS)-trans-3-(2,2-dichloro-1-ethenyl)-2,2-dimethylcyclopropanecarboxylate